2-(2-{[2-(1H-1,3-Benzodiazol-2-yl)ethyl]amino}ethyl)-N-[(3-fluoropyridin-2-yl)methyl]-1,3-oxazole-4-carboxamide trihydrochloride Cl.Cl.Cl.N1C(=NC2=C1C=CC=C2)CCNCCC=2OC=C(N2)C(=O)NCC2=NC=CC=C2F